FC=1C=C(C=C(C1OC1=CC(=CC=C1)C(F)(F)F)F)CO (3,5-difluoro-4-(3-(trifluoromethyl)phenoxy)phenyl)methanol